5-(2,5-dioxopyrrol-1-yl)-2-[3-oxo-3-(2,3,5,6-tetrafluorophenoxy)propyl]benzoic acid O=C1N(C(C=C1)=O)C=1C=CC(=C(C(=O)O)C1)CCC(OC1=C(C(=CC(=C1F)F)F)F)=O